CNC=1C=C(C=CC1)O 3-(methylamino)phenol